5-Chloro-3-nitro-N4-(1,2,2,6,6-pentamethylpiperidin-4-yl)pyridine-2,4-diamine ClC=1C(=C(C(=NC1)N)[N+](=O)[O-])NC1CC(N(C(C1)(C)C)C)(C)C